[N+](=O)([O-])C1=CC=C(OCCCCCCO)C=C1 6-(4-Nitrophenoxy)-1-hexanol